ClC=1C(=C(C(=O)OC(C)C(=O)OCC)C(=CC1)Cl)OC 1-(ethoxy carbonyl)ethyl 3,6-dichloro-2-methoxybenzoate